2,7-dimethylindazol-6-ol hydrochloride Cl.CN1N=C2C(=C(C=CC2=C1)O)C